NC1=CC=C(C=C1)C(O)C=1SC=CC1 (4-aminophenyl)(thiophen-2-yl)methanol